C(C)(C)(C)C1=C(C=NC=2N1N=CC2)NC(=O)NC=2C=NC(=C(C2)C)C2=NOC(=N2)CCCCCN2CCN(CC2)C=2C=C1CN(C(C1=CC2)=O)C2C(NC(CC2)=O)=O 1-(7-tert-butylpyrazolo[1,5-a]pyrimidin-6-yl)-3-[6-[5-[5-[4-[2-(2,6-dioxo-3-piperidyl)-1-oxo-isoindolin-5-yl]piperazin-1-yl]pentyl]-1,2,4-oxadiazol-3-yl]-5-methyl-3-pyridyl]urea